N[C@@H]1CN(CC1)C(=O)C=1SC(=CC1C)C1=C(C=C(C=C1)C1CCN(CC1)C)OC(F)(F)F (S)-(3-aminopyrrolidin-1-yl)(3-methyl-5-(4-(1-methylpiperidin-4-yl)-2-(trifluoromethoxy)phenyl)thiophen-2-yl)methanone